furan-2(3H)-one-3-al O1C(C(C=C1)C=O)=O